C(#N)[C@H]1N(CSC1)C(CNC(=O)C1=CC=NC2=CC=C(C=C12)N1C(OC2(CCCC2)CC1)=O)=O (R)-N-(2-(4-cyanothiazolidin-3-yl)-2-oxoethyl)-6-(7-oxo-6-oxa-8-azaspiro[4.5]decane-8-yl)quinoline-4-carboxamide